3,3'-((5'-bromo-[1,1':3',1''-terphenyl]-4',6'-diyl)bis(oxy))bis(N,N-diphenylnaphthalen-1-amine) BrC=1C(=C(C=C(C1OC=1C=C(C2=CC=CC=C2C1)N(C1=CC=CC=C1)C1=CC=CC=C1)C1=CC=CC=C1)C1=CC=CC=C1)OC=1C=C(C2=CC=CC=C2C1)N(C1=CC=CC=C1)C1=CC=CC=C1